[Si](C1=CC=CC=C1)(C1=CC=CC=C1)(C(C)(C)C)OCC1=CC=C(C=C1)NC([C@H](CCCCNC(C1=CC=C(C=C1)C)(C1=CC=CC=C1)C1=CC=CC=C1)NC(OCC1C2=CC=CC=C2C=2C=CC=CC12)=O)=O (9H-fluoren-9-yl)methyl (S)-(1-((4-(((tert-butyldiphenylsilyl)oxy)methyl)phenyl)amino)-6-((diphenyl(p-tolyl)methyl)amino)-1-oxohexan-2-yl)carbamate